ClC1=C(N(C(C2=C(C=CC=C12)S(=O)C1=NC=CC=C1)=O)C1=CC=CC=C1)[C@H](C)NC=1C2=C(N=CN1)NC=CC2=O 4-(((1S)-1-(4-chloro-1-oxo-2-phenyl-8-(pyridin-2-ylsulfinyl)-1,2-dihydroisoquinolin-3-yl)ethyl)amino)pyrido[2,3-d]pyrimidin-5(8H)-one